(1R)-1-[3-nitro-5-(trifluoromethyl)phenyl]ethan-1-amine [N+](=O)([O-])C=1C=C(C=C(C1)C(F)(F)F)[C@@H](C)N